C(C=C)N1[C@H](C[C@@](C[C@H]1C=1N=NN(C1)C)(O)C1=CC(=C(C=C1)F)Cl)C (2s,4s,6s)-1-allyl-4-(3-chloro-4-fluorophenyl)-2-methyl-6-(1-methyl-1H-1,2,3-triazol-4-yl)piperidin-4-ol